3-(2-(2-aminoethoxy)ethoxy)propanenitrile NCCOCCOCCC#N